4-[1-(benzenesulfonyl)-2-bromopyrrolo[2,3-b]pyridin-4-yl]-2-{3-[(tert-butyldimethylsilyl)oxy]propyl}-5-(4-fluorophenyl)-1,2,3-triazole C1(=CC=CC=C1)S(=O)(=O)N1C(=CC=2C1=NC=CC2C2=NN(N=C2C2=CC=C(C=C2)F)CCCO[Si](C)(C)C(C)(C)C)Br